[3-(trifluoromethyl)-5-fluoro-4-hydroxyphenyl]boranediol FC(C=1C=C(C=C(C1O)F)B(O)O)(F)F